N2-(4-(((2,4-diaminopteridin-6-yl)methyl)(methyl)amino)benzoyl)-N5-(2-(2-(prop-2-yn-1-yloxy)ethoxy)ethyl)-L-glutamine NC1=NC2=NC=C(N=C2C(=N1)N)CN(C1=CC=C(C(=O)N[C@@H](CCC(NCCOCCOCC#C)=O)C(=O)O)C=C1)C